2-(4-Chloro-2,6-dimethylphenyl)acetic acid ClC1=CC(=C(C(=C1)C)CC(=O)O)C